4-acetyl-cumylphenol C(C)(=O)C1=CC=C(C(C)(C)C2=C(C=CC=C2)O)C=C1